ClC1=NN(C=C1I)C C3-chloro-4-iodo-1-methyl-1H-pyrazole